2,4-Dibromo-5-methoxy-1-(1,4,7,10-tetraoxaundecyl)benzene BrC1=C(C=C(C(=C1)Br)OC)OCCOCCOCCOC